2-(diphenylphosphinyl)ethyltriethoxysilane C1(=CC=CC=C1)P(=O)(CC[Si](OCC)(OCC)OCC)C1=CC=CC=C1